CC1(CC(C1)NC1=NN2C(C(=N1)OC1COC1)=C(C=C2)C=2C=C1N=CC=NC1=CC2)O (1s,3s)-1-methyl-3-((4-(oxetan-3-yloxy)-5-(quinoxalin-6-yl)pyrrolo[2,1-f][1,2,4]triazin-2-yl)amino)cyclobutan-1-ol